O=C1NC(CC[C@@H]1C1=C(C=C(C=C1F)N1CC(C1)C(=O)N1CCC(CC1)N1CCC(CC1)N1N=C2C=C(C(=CC2=C1)NC(C1=NC(=CC=C1)C(F)(F)F)=O)C(C)(C)O)F)=O (R)-N-(2-(1'-(1-(4-(2,6-dioxopiperidin-3-yl)-3,5-difluorophenyl)azetidine-3-carbonyl)-[1,4'-bipiperidin]-4-yl)-6-(2-hydroxypropan-2-yl)-2H-indazol-5-yl)-6-(trifluoromethyl)picolinamide